O=C1NC=C(C2=CC=CC=C12)S(=O)(=O)Cl 1-oxo-1,2-dihydroisoquinoline-4-sulfonyl chloride